CC(CN1CC(C1)C1=C(N=CS1)C(=O)O)C 5-[1-(2-methylpropyl)azetidin-3-yl]-1,3-thiazole-4-carboxylic acid